(S,E)-2-methyl-N-((1-((2-(trimethylsilyl)ethoxy)methyl)-1H-benzo[d]imidazol-5-yl)methylene)propane-2-sulfinamide CC(C)(C)[S@](=O)/N=C/C1=CC2=C(N(C=N2)COCC[Si](C)(C)C)C=C1